ethyl p-piperidinoacetamidobenzoate (ethyl p-piperidinoacetylaminobenzoate) C(C)C1=C(C(=O)O)C=CC(=C1)NC(CN1CCCCC1)=O.N1(CCCCC1)CC(=O)NC1=CC=C(C(=O)OCC)C=C1